(3R)-3-(4-chlorophenyl)-2-[(4-chlorophenyl)methyl]-3-{[1-(hydroxymethyl)cyclobutyl]methoxy}-6-(2-hydroxypropan-2-yl)-2,3-dihydro-1H-isoindol-1-one ClC1=CC=C(C=C1)[C@@]1(N(C(C2=CC(=CC=C12)C(C)(C)O)=O)CC1=CC=C(C=C1)Cl)OCC1(CCC1)CO